O1CCN(CC1)C1=C(C(=O)N[C@@H](CCOC2CC(C2)CCC2=NC=3NCCCC3C=C2)C(=O)O)C=CC=C1 N-(2-morpholinobenzoyl)-O-(3-(2-(5,6,7,8-tetrahydro-1,8-naphthyridin-2-yl)ethyl)cyclobutyl)homoserine